C(C)(C)(C)OC(=O)N1C2CN(C(C1C2)=O)C2=CC=C(C=C2)[N+](=O)[O-] 3-(4-nitrophenyl)-2-oxo-3,6-diazabicyclo[3.1.1]heptane-6-carboxylic acid tert-butyl ester